N-(2-([1,4'-Bipiperidin]-1'-yl)-5-(7'-fluoro-1-isopropyl-3'-methyl-2'-oxo-2',3'-dihydrospiro[azetidine-3,1'-pyrrolo[2,3-c]quinolin]-8'-yl)pyridin-3-yl)methanesulfonamide N1(CCCCC1)C1CCN(CC1)C1=NC=C(C=C1NS(=O)(=O)C)C1=CC=2C3=C(C=NC2C=C1F)N(C(C31CN(C1)C(C)C)=O)C